C1(CCCC1)C1=CC(=NN1)NC=1C2=C(N=C(N1)N1C3CC(C1)(C3)CN(C(OCC3=CC=CC=C3)=O)C)CCC2 benzyl N-[[2-[4-[(5-cyclopentyl-1H-pyrazol-3-yl) amino]-6,7-dihydro-5H-cyclopenta[d]pyrimidin-2-yl]-2-azabicyclo[2.1.1]hex-4-yl] methyl]-N-methyl-carbamate